NC(CN(C)C)C1=CC=CC=C1 N-(2-Amino-2-phenylethyl)-N,N-dimethylamine